N-methylbutyl-ammonium bisulfate S([O-])(O)(=O)=O.C[NH2+]CCCC